(R)-4,4-difluorohexan-2-ol FC(C[C@@H](C)O)(CC)F